2-(4-bromo-2-(trifluoromethyl)phenyl)acetonitrile BrC1=CC(=C(C=C1)CC#N)C(F)(F)F